NC=1C=NN2C1C=C(C=C2)O 3-aminopyrazolo[1,5-a]pyridin-5-ol